C(C)N(N)CC ethyl-1-ethyl-hydrazine